(S)-3-((4-(3-(2,4-Difluoro-3-hydroxy-5-(trifluoromethyl)phenyl)-1-methyl-1H-pyrazolo[3,4-d]pyrimidin-6-yl)morpholin-2-yl)methyl)benzonitrile FC1=C(C=C(C(=C1O)F)C(F)(F)F)C1=NN(C2=NC(=NC=C21)N2C[C@@H](OCC2)CC=2C=C(C#N)C=CC2)C